2-(2-(ethylsulfanyl)-7-methylpyrazolo[1,5-a]pyrimidin-3-yl)-3-methyl-6-(trifluoromethyl)-3H-imidazo[4,5-c]pyridine C(C)SC1=NN2C(N=CC=C2C)=C1C1=NC2=C(C=NC(=C2)C(F)(F)F)N1C